COC(=O)C1NC(CC1)C=O 5-formylpyrrolidine-2-carboxylic acid methyl ester